Ethyl 4-[3-(2,6-dichloro-4-fluorobenzoyl)-2,4-dihydro-1,3-benzoxazin-8-yl]-2-morpholin-4-ylbenzoate ClC1=C(C(=O)N2COC3=C(C2)C=CC=C3C3=CC(=C(C(=O)OCC)C=C3)N3CCOCC3)C(=CC(=C1)F)Cl